6-[3-[(2S)-2-[(tert-butoxycarbonyl)-amino]-4-carbamoylbutoxy]4-methylphenyl]-hexanoic acid C(C)(C)(C)OC(=O)N[C@H](COC=1C=C(C=CC1C)CCCCCC(=O)O)CCC(N)=O